C(C)/C(=C/CC#N)/CCCC (Z)-4-ETHYL-3-OCTENENITRILE